C(C1CO1)ON(C1=CC=C(C=C1)C1=CC=CC=C1)OCC1CO1 N,N-diglycidyloxy-4-phenylaniline